N-(3,5-difluoro-4-((6S,8R)-8-methyl-7-(2,2,2-trifluoroethyl)-6,7,8,9-tetrahydro-3H-imidazo[4,5-f]isoquinolin-6-yl)phenyl)-1-(3-fluoropropyl)azetidine-3-amine FC=1C=C(C=C(C1[C@H]1N([C@@H](CC2=C3C(=CC=C12)NC=N3)C)CC(F)(F)F)F)NC3CN(C3)CCCF